C(C)(C)(C)C1N(CCN(C1)C=1C=2N(N=CC1)C=C(C2)Br)C(=O)OC(C)(C)C=2OC1=C(C2)C=C(C=C1Cl)Br 2-(5-bromo-7-chlorobenzofuran-2-yl)propan-2-ol tert-butyl-4-(6-bromopyrrolo[1,2-b]pyridazin-4-yl)piperazine-1-carboxylate